C[SiH](OCCC)C dimethyl-n-propoxysilane